ClC1=CC2=C(C=C3N2C(=NN(C3=O)CC(=O)N[C@H]3C[C@](CCC3)(C)O)C(C)O)S1 2-(2-Chloro-5-(1-hydroxyethyl)-8-oxothieno[2',3':4,5]pyrrolo[1,2-d][1,2,4]triazin-7(8H)-yl)-N-((1R,3R)-3-hydroxy-3-methylcyclohexyl)acetamide